3-(((9-isopropyl-2-(4-(morpholinomethyl)phenyl)-9H-purin-6-yl)amino)methyl)-4,6-dimethylpyridin-2(1H)-one C(C)(C)N1C2=NC(=NC(=C2N=C1)NCC=1C(NC(=CC1C)C)=O)C1=CC=C(C=C1)CN1CCOCC1